C(CCCCCC(C)(C)C)(=O)OOC(CC(C)(C)C)(C)C 1,1,3,3-tetramethylbutyl peroxyneodecanoate